tert-Butyl 3-[4-[8-[(1R)-1-[[6-chloro-2-(5-oxo-4H-1,2,4-oxadiazol-3-yl)-3-pyridyl]amino]ethyl]-3,6-dimethyl-4-oxo-chromen-2-yl]pyrazol-1-yl]azetidine-1-carboxylate ClC1=CC=C(C(=N1)C1=NOC(N1)=O)N[C@H](C)C=1C=C(C=C2C(C(=C(OC12)C=1C=NN(C1)C1CN(C1)C(=O)OC(C)(C)C)C)=O)C